C1(=CC=CC=C1)C1=NC(=NC(=N1)C1=CC=CC=C1)C=1C=C(C=CC1)N1C2=NC=3C=CC=CC3N2C=2N(C=3C=CC=CC3C12)C1=CC=CC=C1 11-[3-(4,6-diphenyl-1,3,5-triazin-2-yl)phenyl]-19-phenyl-2,9,11,19-tetraazapentacyclo[10.7.0.02,10.03,8.013,18]nonadeca-1(12),3(8),4,6,9,13(18),14,16-octaene